tetrakis(2,3,4,5,6-pentafluorophenyl)boranide FC1=C(C(=C(C(=C1F)F)F)F)[B-](C1=C(C(=C(C(=C1F)F)F)F)F)(C1=C(C(=C(C(=C1F)F)F)F)F)C1=C(C(=C(C(=C1F)F)F)F)F